ClC=1C=C(C=CC1F)C(C(=O)C1=CC=C(C=N1)C(C(=O)N)C1=CC=C(C=C1)NS(=O)(=O)C)(C)C (6-(2-(3-chloro-4-fluorophenyl)-2-methylpropanoyl)pyridin-3-yl)-2-(4-(methylsulfonylamino)phenyl)acetamide